1'-[1-(3-methyl-1,2,4-oxadiazol-5-yl)azepin-4-yl]spiro[indol-3,4'-piperidin]-2(1H)-one CC1=NOC(=N1)N1C=CC(=CC=C1)N1CCC2(CC1)C(NC1=CC=CC=C12)=O